methyl (Z)-4-chloro-3-methoxy-but-2-enoate ClC/C(=C/C(=O)OC)/OC